N-(4-(N-(1-(bicyclo[2.2.2]octan-2-yl)ethyl)sulfamoyl)-2,3-dimethylphenyl)-2-methylbenzamide C12C(CC(CC1)CC2)C(C)NS(=O)(=O)C2=C(C(=C(C=C2)NC(C2=C(C=CC=C2)C)=O)C)C